C(C1=CC=CC=C1)OC(=O)N[C@H](CC1=C(NC(=C1C(=O)OC)C)C(=O)OCC)C 2-ethyl 4-methyl (S)-3-(2-(((benzyloxy)carbonyl)amino)propyl)-5-methyl-1H-pyrrole-2,4-dicarboxylate